para-vinyl-phenol C(=C)C1=CC=C(C=C1)O